2-[2-[[(1S*)-1-(benzofuran-2-yl)ethyl]carbamoyl]indan-2-yl]acetic acid O1C(=CC2=C1C=CC=C2)[C@H](C)NC(=O)C2(CC1=CC=CC=C1C2)CC(=O)O |o1:9|